ClC=1C=C(C=C(C1)F)C(CN(C)C)N1C(C=C(C=C1)C1=CN(C2=NC=C(C=C21)N2CCOCC2)S(=O)(=O)C2=CC=C(C)C=C2)=O 1-(1-(3-chloro-5-fluorophenyl)-2-(dimethylamino)ethyl)-4-(5-morpholino-1-tosyl-1H-pyrrolo[2,3-b]pyridin-3-yl)pyridin-2(1H)-one